C(C1=CC=CC=C1)OC1=C(C(=CC(=C1)F)Br)C#CC(CO[Si](C)(C)C(C)(C)C)(C)C ((4-(2-(benzyloxy)-6-bromo-4-fluorophenyl)-2,2-dimethylbut-3-yn-1-yl)oxy)(tert-butyl)dimethylsilane